NCCCC 1-aminobutane